ClC=1C(=CC(=C(C(=O)N(C)CC2=CC=C(C=C2)OC)C1)O)O 5-chloro-2,4-dihydroxy-N-(4-methoxybenzyl)-N-methylbenzamide